(S)-2-(5-(3-((2-chloro-5-(1-(difluoromethyl)-1H-pyrazol-3-yl)pyridin-4-yl)amino)butoxy)-1-methyl-1H-pyrazol-4-yl)pyrimidin-4-amine ClC1=NC=C(C(=C1)N[C@H](CCOC1=C(C=NN1C)C1=NC=CC(=N1)N)C)C1=NN(C=C1)C(F)F